NC1=C(C=C(C=N1)C=1C(=NC=CC1)F)C(=O)N[C@@H]1[C@H](CCC1)OCC1=CC=C(C=C1)C=1C=C2CC[C@@H](C2=CC1)N1CCN(CC1)C[C@@H](CO)O 6-amino-N-[(1S,2S)-2-({4-[(1S)-1-{4-[(2S)-2,3-dihydroxypropyl]piperazin-1-yl}-2,3-dihydro-1H-inden-5-yl]phenyl}methoxy)cyclopentyl]-2'-fluoro[3,3'-bipyridine]-5-carboxamide